C(C)(C)(C)OC(=O)N1C[C@@H](CCC1)NC1=NC(=CN=C1)C1=CN=C2N1C=CC(=C2)OC(C)C (3R)-3-[[6-(7-isopropoxyimidazo[1,2-a]pyridin-3-yl)pyrazin-2-yl]amino]piperidine-1-carboxylic acid tert-butyl ester